IC=1C=NN(C1C)C1CCC(CC1)NC(OC(C)(C)C)=O tert-butyl N-[4-(4-iodo-5-methyl-pyrazol-1-yl)cyclohexyl]carbamate